FC(C#C[C@@H]1CC[C@H](CC1)C(=O)OC(C)(C)C)(F)F trans-tert-butyl 4-(3,3,3-trifluoroprop-1-ynyl)cyclohexanecarboxylate